C1[C@H]([C@@H]([C@H]([C@@H](O1)OC[C@@H]2[C@H]([C@@H]([C@H]([C@@H](O2)O[C@@H](C#N)C3=CC=CC=C3)O)O)O)O)O)O The molecule is a disaccharide derivative that is 6-O-beta-D-xylopyranosyl-beta-D-glucopyranose having an (R)-mandelonitrile group at the anomeric position. It is a glycoside and a disaccharide derivative. It derives from a (R)-mandelonitrile.